(2R)-N-((S or R)-(3-chloro-4-fluoro-phenyl)(trans-4-(tri-fluoromethyl)cyclohexyl)methyl)-2-methyl-3-oxo-piperazine-1-carboxamide ClC=1C=C(C=CC1F)[C@@H](NC(=O)N1[C@@H](C(NCC1)=O)C)[C@@H]1CC[C@H](CC1)C(F)(F)F |o1:8|